N-[3-[[(1S)-1-(1,3-benzothiazol-2-yl)-2-(3-carbamimidoylphenyl)ethyl]sulfamoyl]phenyl]pyridine-3-carboxamide S1C(=NC2=C1C=CC=C2)[C@H](CC2=CC(=CC=C2)C(N)=N)NS(=O)(=O)C=2C=C(C=CC2)NC(=O)C=2C=NC=CC2